(4-{2-[4-(2,2-difluoroethyl)piperazin-1-yl]ethoxy}phenyl)acetic acid FC(CN1CCN(CC1)CCOC1=CC=C(C=C1)CC(=O)O)F